NC1=CC(=C(C=C1)N1CC(OCC1)COC=1C=NC=NC1)F 5-((4-(4-amino-2-fluorophenyl)morpholin-2-yl)methoxy)pyrimidine